p-acetyl-iodobenzene C(C)(=O)C1=CC=C(C=C1)I